FC1=C(C=CC=C1)C1(CO1)C1=CC=C(C=C1)F 1-(2-fluorophenyl)-1-(4-fluorophenyl) ethylene oxide